N-(4-(N,N-dimethylsulfamoyl)phenyl)-1-ethyl-2-(2,2,2-trifluoro-1-hydroxy-1-phenylethyl)-1H-benzo[d]imidazole-6-carboxamide CN(S(=O)(=O)C1=CC=C(C=C1)NC(=O)C=1C=CC2=C(N(C(=N2)C(C(F)(F)F)(C2=CC=CC=C2)O)CC)C1)C